ClC=1C(=NC(=NC1)NC=1C=C(C(=CC1OC)N(C)CCN(C)C)N)C1=CNC2=CC=CC=C12 N4-[5-Chloro-4-(1H-indol-3-yl)pyrimidin-2-yl]-N1-(2-dimethylamino-ethyl)-5-methoxy-N1-methylbenzene-1,2,4-triamine